NC1=NC=CC=C1C1=NC2=C(N1C1=CC=C(C=C1)NC(=O)[C@@H]1CC[C@H](CC1)C(=O)OC)C=C(C=C2)N2CCOCC2 trans-methyl 4-[[4-[2-(2-amino-3-pyridyl)-6-morpholino-benzimidazol-1-yl]phenyl]carbamoyl]cyclohexanecarboxylate